NC1=C2C(=NC=N1)N(N=C2C2=CC=C(C=C2)OC2=CC=CC=C2)C2CCN(CC2)C2CCC1CCC2N1C(=O)[O-] 4-(4-(4-amino-3-(4-phenoxyphenyl)-1H-pyrazolo[3,4-d]pyrimidin-1-yl)piperidin-1-yl)-8-azabicyclo[3.2.1]octane-8-carboxylate